BrC=1C(=C(SC1)C1=NN=NN1)C 5-(4-bromo-3-methylthiophene-2-yl)-1H-tetrazole